di-iso-propylaminotriisocyanatosilane C(C)(C)N(C(C)C)[Si](N=C=O)(N=C=O)N=C=O